α-ketopimelate O=C(C(=O)[O-])CCCCC(=O)[O-]